(2S,3S,4R,5R)-N-(3-(aminomethyl)phenyl)-5-(4-chloro-7H-pyrrolo[2,3-d]pyrimidin-7-yl)-3,4-dihydroxy-3-methyltetrahydrofuran-2-carboxamide NCC=1C=C(C=CC1)NC(=O)[C@H]1O[C@H]([C@@H]([C@]1(C)O)O)N1C=CC2=C1N=CN=C2Cl